3,3-bis(4-methoxyphenyl)-9-methoxycarbonyl-8-(2-hydroxyethoxy)ethoxy-[3H]-naphtho[1,2-b]pyran COC1=CC=C(C=C1)C1(C=C2C(OC1)C1=CC(=C(C=C1C=C2)OCCOCCO)C(=O)OC)C2=CC=C(C=C2)OC